6-(2,6-difluoro-4-(2-methyl-2H-indazol-4-yl)benzyl)-N-((1S,2S)-2-hydroxycyclohexyl)-5-oxo-5,6-dihydro-1,6-naphthyridine-8-carboxamide FC1=C(CN2C(C=3C=CC=NC3C(=C2)C(=O)N[C@@H]2[C@H](CCCC2)O)=O)C(=CC(=C1)C=1C2=CN(N=C2C=CC1)C)F